C1(CCCCC1)C1=C(C=CC(=C1)NCC1=CC=C(C=C1)C(F)(F)F)NC(CCCCCC)=O N-(2-cyclohexyl-4-((4-(trifluoromethyl)benzyl)amino)phenyl)heptanamide